C1N(CCC12CCCCC2)CC2=C(C=C(C(=O)NO)C=C2)F 4-((2-azaspiro[4.5]decan-2-yl)methyl)-3-fluoro-N-hydroxybenzamide